2-{2-[(1S,4s)-4-{[rel-(6R,7R)-2,2-dioxo-2λ6-thia-1,8-diazaspiro[5.5]undec-7-yl]methoxy}cyclohexyl]phenoxy}acetic acid O=S1(N[C@]2(CCC1)[C@@H](NCCC2)COC2CCC(CC2)C2=C(OCC(=O)O)C=CC=C2)=O |o1:3,7|